5-{2-[2-(9H-carbazole-2-sulfonamido)phenyl]ethynyl}pyridine-2-carboxylic acid C1=C(C=CC=2C3=CC=CC=C3NC12)S(=O)(=O)NC1=C(C=CC=C1)C#CC=1C=CC(=NC1)C(=O)O